1-[({4-[(1S,5R)-8-(2-methylpropanoyl)-3,8-diazabicyclo[3.2.1]oct-3-yl]-1-[5-(difluoromethyl)(1,3,4-thiadiazol-2-yl)]-1H-indazol-6-yl}sulfonyl)amino]cyclopropane CC(C(=O)N1[C@@H]2CN(C[C@H]1CC2)C2=C1C=NN(C1=CC(=C2)S(=O)(=O)NC2CC2)C=2SC(=NN2)C(F)F)C